3-ethylbenzidine-6-sulfonate C(C)C=1C=C(C(=CC1N)S(=O)(=O)[O-])C1=CC=C(N)C=C1